6-Chloro-3-{[1-(5-{4-[4-(dimethylamino)piperidin-1-yl]phenyl}-2,6-dimethyl-7-oxothieno[3,2-b]pyran-3-yl)ethyl]amino}pyridine-2-carboxylic acid ClC1=CC=C(C(=N1)C(=O)O)NC(C)C1=C(SC2=C1OC(=C(C2=O)C)C2=CC=C(C=C2)N2CCC(CC2)N(C)C)C